N-[(2,5-dichlorophenyl)methyl]-1-[5-(pyridin-3-yl)-1H-pyrazole-3-carbonyl]piperidine-4-carboxamide ClC1=C(C=C(C=C1)Cl)CNC(=O)C1CCN(CC1)C(=O)C1=NNC(=C1)C=1C=NC=CC1